2-oxo-1,2-dihydropyridine-3-carboxylic acid methyl ester COC(=O)C=1C(NC=CC1)=O